C(C)(C)(C)OC(=O)N1CCN(CC1)C1=CC2=C(N(C(N2C)=O)CC2=NC=C(C=C2)C=2OC(=NN2)C(F)F)C=C1F 4-(1-((5-(5-(Difluoromethyl)-1,3,4-oxadiazol-2-yl)pyridin-2-yl)methyl)-6-fluoro-3-methyl-2-oxo-2,3-dihydro-1H-benzo[d]imidazol-5-yl)piperazine-1-carboxylic acid tert-butyl ester